(S)-2-(2-chlorophenyl)-3-isopropyl-9-(1-(pyrrolidin-3-yl)-1H-pyrazol-4-yl)imidazo[2,1-f][1,6]naphthyridine ClC1=C(C=CC=C1)C=1N=C2C=3C=C(C=NC3C=CN2C1C(C)C)C=1C=NN(C1)[C@@H]1CNCC1